ClC=1N=C(C2=C(N1)CC[S@]2=O)NC2(CC2)COCCO (R)-2-chloro-4-((1-((2-hydroxyethoxy)methyl)cyclopropyl)amino)-6,7-dihydrothieno[3,2-d]pyrimidine 5-oxide